C(N)(=O)C=CC(=C(C(=O)O)NC1=C(C=C2C=CC=CN12)C(=O)O)S(=O)(=O)C 3-(4-carbamoyl-1-carboxy-2-methylsulfonyl-buta-1,3-dienylamino)-indolizine-2-carboxylic acid